C(C)(C)(C)OC(=O)N1[C@H](C[C@@H](C1)OC1=CC=C2CCC(NC2=C1)=O)COC1=C(C(=O)O)C(=CC=C1)OC(C)C 2-(((2R,4S)-1-(tert-Butoxycarbonyl)-4-((2-oxo-1,2,3,4-tetrahydroquinolin-7-yl)oxy)pyrrolidin-2-yl)methoxy)-6-isopropoxybenzoic acid